3-[(1R)-1-hydroxyethyl]benzoic acid methyl ester COC(C1=CC(=CC=C1)[C@@H](C)O)=O